N-(4-(4-cyanopyridin-3-yl)-2-(4-(4-((2-(2,6-dioxopiperidin-3-yl)-1,3-dioxoisoindolin-5-yl)amino)butanoyl)piperazin-1-yl)phenyl)-2-(2-fluoro-6-methoxyphenyl)pyrimidine-4-carboxamide C(#N)C1=C(C=NC=C1)C1=CC(=C(C=C1)NC(=O)C1=NC(=NC=C1)C1=C(C=CC=C1OC)F)N1CCN(CC1)C(CCCNC=1C=C2C(N(C(C2=CC1)=O)C1C(NC(CC1)=O)=O)=O)=O